O=C1NC(CCC1C1=CC=C(C=C1)C1CCN(CC1)CC(=O)O)=O 2-[4-[4-(2,6-dioxo-3-piperidinyl)phenyl]-1-piperidinyl]acetic acid